C1(CCC1)C1=CC=C(C=C1)C=1NC=2N(C(C1)=O)N=CC2C(=O)N(C)C 5-(4-cyclobutylphenyl)-N,N-dimethyl-7-oxo-4,7-dihydropyrazolo[1,5-a]pyrimidine-3-carboxamide